5-(3-((2-(methoxy-d3)-2-methylpropyl)amino)-5-methyl-1,2,4-triazin-6-yl)benzothiophen-4-ol C(OC(CNC=1N=NC(=C(N1)C)C1=CC=C2C(C=CS2)=C1O)(C)C)([2H])([2H])[2H]